COC(=O)[C@@H]1CN(C[C@H]1C)C(=O)OC(C)(C)C trans-4-methyl-pyrrolidine-1,3-dicarboxylic acid 1-tert-butyl ester 3-methyl ester